allyl-histidine C(C=C)N[C@@H](CC1=CNC=N1)C(=O)O